[Si](C)(C)(C(C)(C)C)OCCCO 3-(tert-butyldimethylsilyloxy)propanol